t-hexyl propoxyisopropyl monocarbonate C(OC(C)(C)CCC)(OC(C)(C)OCCC)=O